1-(4-(2-(4-carbamoylpiperidin-1-yl)-4-(trifluoromethyl)benzyl)piperazine-1-carbonyl)-1H-pyrazole-3-carboxylic acid C(N)(=O)C1CCN(CC1)C1=C(CN2CCN(CC2)C(=O)N2N=C(C=C2)C(=O)O)C=CC(=C1)C(F)(F)F